ClC1=CC(=C(CNC(=O)[C@H]2C=3C=CC=NC3[C@H](CC2)O)C=C1)F (5r,8s)-N-(4-chloro-2-fluorobenzyl)-8-hydroxy-5,6,7,8-tetrahydroquinoline-5-carboxamide